2-(difluoromethyl)-N-(6-(1-((3S,4S)-4-hydroxy-3-methyltetrahydrofuran-3-yl)piperidin-4-yl)-7-methylisoquinolin-3-yl)cyclopropane-1-carboxamide FC(C1C(C1)C(=O)NC=1N=CC2=CC(=C(C=C2C1)C1CCN(CC1)[C@]1(COC[C@H]1O)C)C)F